C(C)(C)OC=1C=C(C=C2C(=NC=NC12)C)C=1C=C(C(=NC1)OC)C=1C(=C(C=CC1F)S(=O)(=O)N)F (5-(8-isopropoxy-4-methylquinazolin-6-yl)-2-methoxypyridin-3-yl)-2,4-difluorobenzenesulfonamide